ClC1=CC=C(C=C1)[C@H](CC1=NOC(=N1)CN1N=CC(=C(C1=O)C)C(C)(C)O)O (S)-2-((3-(2-(4-chlorophenyl)-2-hydroxyethyl)-1,2,4-oxadiazol-5-yl)methyl)-5-(2-hydroxypropan-2-yl)-4-methylpyridazin-3(2H)-one